GAMMA-GLUTAMYL-VALYL-GLYCIN N[C@@H](CCC(=O)N[C@@H](C(C)C)C(=O)NCC(=O)O)C(=O)O